(3R)-3-amino-5-[(4-chlorophenyl)methyl]-7-[5-(2,2-difluoropropylamino)-1,3,4-oxadiazol-2-yl]-1,1-dioxo-2,3-dihydro-1lambda6,5-benzothiazepin-4-one N[C@H]1CS(C2=C(N(C1=O)CC1=CC=C(C=C1)Cl)C=C(C=C2)C=2OC(=NN2)NCC(C)(F)F)(=O)=O